tert-butyl (3,4-dihydroxycyclopentyl)carbamate OC1CC(CC1O)NC(OC(C)(C)C)=O